COC=1C=C(CNC#CC)C=CC1 N-(3-methoxybenzyl)propynylamine